Cl.N1(CCCC2=CC=CC=C12)C1=CC=C2C(=CCOC2=C1)CN [7-(1,2,3,4-tetrahydroquinolin-1-yl)-2H-chromen-4-yl]methylamine, hydrochloride